C(CC)S(=O)[O-].[Na+] sodium propane-1-sulfinate